lithium monohydroxybenzoate lithium dihydroxyphenylacetate OC(C(=O)[O-])(C1=CC=CC=C1)O.[Li+].OC1=CC=C(C(=O)[O-])C=C1.[Li+]